C1(CC1)OC=1C(=CC2=CN(N=C2C1)[C@@H]1[C@H](CC2(OCCO2)CC1)C)C(=O)NC=1C=NN2C1N=CC=C2 |r| rac-6-Cyclopropoxy-2-((7S,8S)-7-methyl-1,4-dioxaspiro[4.5]decan-8-yl)-N-(pyrazolo[1,5-a]pyrimidin-3-yl)-2H-indazole-5-carboxamide